4-bromo-1-(2,2-diethoxyethyl)-5-methyl-3-(pyrimidin-2-yl)-1H-pyrrole-2-carboxylic acid BrC=1C(=C(N(C1C)CC(OCC)OCC)C(=O)O)C1=NC=CC=N1